2-(2'-hydroxy-5-tert-octylphenyl)benzotriazole methyl-5-amino-2-(1,1-dioxidothiomorpholino)isonicotinate COC(C1=CC(=NC=C1N)N1CCS(CC1)(=O)=O)=O.OC1=C(C=C(C=C1)C(C)(C)CC(C)(C)C)N1N=C2C(=N1)C=CC=C2